F[C@@H]1C[C@H](N(C1)C(CN1C(CCCC1)=O)=O)C(=O)N[C@H](C1=CC=C(C=C1)C(C)C)C1=CC=CC=C1 (2S,4R)-4-fluoro-1-[2-(2-oxopiperidin-1-yl)acetyl]-N-[(S)-phenyl[4-(propan-2-yl)phenyl]methyl]pyrrolidine-2-carboxamide